1-[2-[2-cyclopropyl-6-(oxacyclohex-4-ylmethoxy)pyridine-4-carbonyl]-1,3-dihydroisoindole-5-carbonyl]piperidine-4-sulfonamide C1(CC1)C1=NC(=CC(=C1)C(=O)N1CC2=CC=C(C=C2C1)C(=O)N1CCC(CC1)S(=O)(=O)N)OCC1CCOCC1